O=[SH2]=O dioxo-lambda6-sulfane